4-(cyclopropyldifluoromethyl)-2,6-difluorobenzaldehyde C1(CC1)C(C1=CC(=C(C=O)C(=C1)F)F)(F)F